7-(6-(4,4-difluoropiperidine-1-carbonyl)naphthalen-1-yl)-[1,2,4]triazolo[4,3-a]pyridin-3(2H)-one FC1(CCN(CC1)C(=O)C=1C=C2C=CC=C(C2=CC1)C1=CC=2N(C=C1)C(NN2)=O)F